[C@@H]1([C@H](C1)CO)CO cis-cyclopropane-1,2-diyl-dimethanol